1-{4-[bis(diethylamino)ethylsilyl]phenyl}-1-phenylethene C(C)N(CC)C(C[SiH2]C1=CC=C(C=C1)C(=C)C1=CC=CC=C1)N(CC)CC